CC=1N(C(=CC1)C)C1=C(SC=C1)C(=O)OC methyl 3-(2,5-dimethyl-1H-pyrrol-1-yl)-2-thiophenecarboxylate